[2-[2-(3,4-difluoro-2-methoxy-phenoxy)-5-fluoro-4-(trifluoromethyl)phenyl]-4-oxo-1H-1,6-naphthyridin-5-yl]acetamide FC=1C(=C(OC2=C(C=C(C(=C2)C(F)(F)F)F)C=2NC3=CC=NC(=C3C(C2)=O)CC(=O)N)C=CC1F)OC